1-[(2S)-2-methyl-6-{1H-pyrazolo[3,4-b]pyridin-3-yl}-2,3-dihydroindol-1-yl]prop-2-en-1-one C[C@@H]1N(C2=CC(=CC=C2C1)C1=NNC2=NC=CC=C21)C(C=C)=O